(1S)-2-[4,6-bis(difluoromethyl)-1,3,5-triazin-2-yl]-6-chloro-1-[(2R)-2-methoxypropyl]-2,3,4,9-tetrahydro-1H-pyrido[3,4-b]indole FC(C1=NC(=NC(=N1)C(F)F)N1[C@H](C=2NC3=CC=C(C=C3C2CC1)Cl)C[C@@H](C)OC)F